C(C)(C)(C)OC(CCCCCC(C)C)=O tert-butylisononanoate